methyl (S)-2-cyclopropoxy-3,3-dimethylbutanoate C1(CC1)O[C@H](C(=O)OC)C(C)(C)C